((((9H-fluoren-9-yl) methoxy) carbonyl) amino) propionate C(CC)(=O)ONC(=O)OCC1C2=CC=CC=C2C=2C=CC=CC12